6-(5-bromo-2-(4-(2-(methylsulfonyl)pyrimidin-4-yl)-1H-1,2,3-triazol-1-yl)phenyl)-6-azaspiro[2.5]octane BrC=1C=CC(=C(C1)N1CCC2(CC2)CC1)N1N=NC(=C1)C1=NC(=NC=C1)S(=O)(=O)C